O1CC2=C3C(OCCOB13)=CC(=C2)NC2=NC=C(C(=N2)N[C@H]2[C@@H](CCCC2)C#N)C (trans)-2-((2-((7,8-dihydro-2H-1,6,9-trioxa-9a-borabenzo[cd]azulen-4-yl)amino)-5-methylpyrimidin-4-yl)amino)cyclohexane-1-carbonitrile